2'-(3-methyl-2-butenyl)-5,3',4'-trihydroxy-3-methoxyflavone CC(=CCC1=C(C=2OC3=CC=CC(=C3C(C2OC)=O)O)C=CC(=C1O)O)C